C(=O)(O)C1=C(C=C(C=C(C(=O)OC)C#N)C=C1)O methyl 4-carboxy-3-hydroxy-α-cyanocinnamate